3-chloro-N-(5-chloro-6-(2H-1,2,3-triazol-2-yl)pyridin-3-yl)-4'-fluoro-2'-(methylsulfanyl)-[1,1'-biphenyl]-4-carboxamide ClC=1C=C(C=CC1C(=O)NC=1C=NC(=C(C1)Cl)N1N=CC=N1)C1=C(C=C(C=C1)F)SC